1,3-phenylene-bis-oxazoline C1COC(=N1)C2=CC(=CC=C2)C3=NCCO3